7-methoxy-6-aminoquinazoline COC1=C(C=C2C=NC=NC2=C1)N